IC1=CC2C(C=C1)S2 4-iodobenzene sulfide